C1C=CC1 2-cyclobuten